COC1=CC=C(CSC=2C=C3C(=NC2)N=CS3)C=C1 6-((4-methoxybenzyl)thio)thiazolo[4,5-b]pyridine